BrC=1N=C(C2=CC=CC=C2C1)Br dibromoisoquinoline